O=C1OCC2=C(N1)C=CC(=C2)CN2CCC(CC2)(CCC2=CC=CC=C2)CNC(C)=O N-((1-((2-oxo-2,4-dihydro-1H-benzo[d][1,3]oxazin-6-yl)methyl)-4-phenethylpiperidin-4-yl)methyl)acetamide